Methyl 4-cyano-2-(2-oxoethyl)benzoate C(#N)C1=CC(=C(C(=O)OC)C=C1)CC=O